hexaene tosylate S(=O)(=O)(O)C1=CC=C(C)C=C1.C=CCCCC